CC=1C=C(C=NC1)S(=O)(=N)C1=CC=C(C(=O)O)C=C1 4-[(5-methyl-3-pyridyl)sulfonimidoyl]benzoic Acid